(S)-3''-chloro-4''-((2,4-difluorophenyl)methoxy-d2)-3-(2-hydroxypropan-2-yl)-5',6''-diMethyl-2H,2''H-[1,2':4',1''-terpyridine]-2,2''-dione ClC=1C(N(C(=CC1OC([2H])([2H])C1=C(C=C(C=C1)F)F)C)C1=CC(=NC=C1C)N1C(C(=CC=C1)C(C)(C)O)=O)=O